Cl.FC(C1=CC=C(C=N1)OC1CC(C1)N)(F)F (1r,3r)-3-((6-(trifluoromethyl)pyridin-3-yl)oxy)cyclobutan-1-amine hydrochloride